COC1=C(C=C(C=C1)N)N(C)CCOC 4-Methoxy-N3-(2-methoxyethyl)-N3-methyl-benzene-1,3-diamine